COC(=O)[C@H]1C[C@H](N(CC1)C(=O)OC(C)(C)C)C1=CC=CC=C1 |r| rac-(2s,4r)-2-phenylpiperidine-1,4-dicarboxylic acid 1-(tert-butyl) 4-methyl ester